Glycyl-Methionine NCC(=O)N[C@@H](CCSC)C(=O)O